CC1(OC2=C(C=C1)C(=C(C(=C2)OS(=O)(=O)C2=CC=C(C)C=C2)C(=O)OC)OC)C methyl 2,2-dimethyl-5-methoxy-7-(p-toluenesulfonyloxy)-2H-benzopyran-6-carboxylate